[Si](C)(C)(C(C)(C)C)OC=1C(=C(C(=CC1)Cl)NC(=O)C=1C(=NC(=NC1)NC1=CC(=C(C=C1)C1CCN(CC1)C)C)OC)Cl N-(3-((tert-butyldimethylsilyl)oxy)-2,6-dichlorophenyl)-4-methoxy-2-((3-methyl-4-(1-methylpiperidin-4-yl)phenyl)amino)pyrimidine-5-carboxamide